N1CC(CCC1)NC1=NC=C(C(=N1)NC=1C=C(C=CC1)S(=O)(=O)N)C(F)(F)F 3-({2-[(piperidin-3-yl)amino]-5-(trifluoromethyl)pyrimidin-4-yl}amino)benzene-1-sulfonamide